Cl.C(C)(C)(C)OC(=O)N1C[C@H](CC1)NC (3S)-3-(methylamino)pyrrolidine-1-carboxylic acid tert-butyl ester hydrochloride